Cl.COC1=CC=C(C=N1)C(N)=N 6-methoxypyridine-3-carboximidamide hydrogen chloride